2-Methoxy-N-(8'-((1R,5S)-2-oxo-3-azabicyclo[3.1.0]hexan-3-yl)-4'H-spiro[cyclopropane-1,5'-naphtho[2,1-d]isoxazol]-3'-yl)benzenesulfonamide COC1=C(C=CC=C1)S(=O)(=O)NC1=NOC2=C1CC1(C3=CC=C(C=C32)N3C([C@@H]2C[C@@H]2C3)=O)CC1